calcium pimelate salt C(CCCCCC(=O)[O-])(=O)[O-].[Ca+2]